C(C)(C)N([C@@H](C)C(=O)[O-])P(=O)(OCCSC(C(C)(C)C)=O)OC[C@@H]1C=C[C@@H](C1)N1C2=NC(=NC(=C2N=C1)Cl)N Isopropyl-((((1S,4R)-4-(2-amino-6-chloro-9H-purin-9-yl)cyclopent-2-en-1-yl)methoxy) (2-(pivaloylthio)ethoxy)phosphoryl)-L-alaninat